Platinum-lutetium [Lu].[Pt]